BrCC(=O)C1=CN=C(S1)C1(CN(CC1)C(=O)OC(C)(C)C)OC tert-butyl 3-(5-(2-bromoacetyl)thiazol-2-yl)-3-methoxypyrrolidine-1-carboxylate